1-(3-(1-acetylpiperidin-4-yl)-4-bromo-1-phenyl-1H-pyrazol-5-yl)-3-((3s,4r)-4-(3,4-difluorophenyl)-1-(2-methoxyethyl)pyrrolidin-3-yl)urea C(C)(=O)N1CCC(CC1)C1=NN(C(=C1Br)NC(=O)N[C@@H]1CN(C[C@H]1C1=CC(=C(C=C1)F)F)CCOC)C1=CC=CC=C1